N-(methyl-d3)-2-(3-methyl-1-(8-methylimidazo[1,2-a]pyridin-6-yl)cyclobutane-1-carbonyl)hydrazine C(NNC(=O)C1(CC(C1)C)C=1C=C(C=2N(C1)C=CN2)C)([2H])([2H])[2H]